ClC=1C2=C(NN=C2C=CC1C#N)O 4-chloro-3-hydroxy-2H-indazole-5-carbonitrile